(tris(2-carboxyethyl)phosphine)-HCl Cl.C(=O)(O)CCP(CCC(=O)O)CCC(=O)O